ClC1=C(C=C(C=C1)OCC)B(O)O 2-CHLORO-5-ETHOXYBENZENEBORONIC ACID